2-(Methylamino)-1-(6-(trifluoromethyl)pyridin-2-yl)ethan-1-one CNCC(=O)C1=NC(=CC=C1)C(F)(F)F